2-allyl-6-((1,2-dimethyl-1H-benzo[d]imidazol-6-yl)amino)-1-(6-(2-hydroxypropan-2-yl)pyridin-2-yl)-1,2-dihydro-3H-pyrazolo[3,4-d]pyrimidin-3-one C(C=C)N1N(C2=NC(=NC=C2C1=O)NC=1C=CC2=C(N(C(=N2)C)C)C1)C1=NC(=CC=C1)C(C)(C)O